C(C1=CC=CC=C1)OC=1C=C2CCN(CC2=CN1)C(=O)OC(C)(C)C tert-Butyl 6-benzyloxy-3,4-dihydro-1H-2,7-naphthyridine-2-carboxylate